(S)-N-(1-(4-cyanothiazol-2-yl)ethyl)-2,2-difluoro-2-(6-fluoro-4-methyl-2-oxo-1,2-dihydroquinolin-3-yl)acetamide C(#N)C=1N=C(SC1)[C@H](C)NC(C(C=1C(NC2=CC=C(C=C2C1C)F)=O)(F)F)=O